5-[2-Cyclohexyl-5-(trifluoromethyl)imidazo[4,5-b]pyridin-3-yl]indolin C1(CCCCC1)C1=NC=2C(=NC(=CC2)C(F)(F)F)N1C=1C=C2CCNC2=CC1